C12CN(CC(CC1)N2)C=2C=CC(=C(C(=O)NC1(CC1)C1=C3C=CC=NC3=CC(=C1)C=1SC=CN1)C2)C 5-(3,8-diazabicyclo[3.2.1]octan-3-yl)-2-methyl-N-(1-(7-(thiazol-2-yl)quinolin-5-yl)cyclopropyl)benzamide